C(CCCCCCC\C=C/CCCCCCCC)(=O)N(CCS(=O)(=O)[O-])C.[Na+].C(C)(C)(C)[S@@](=O)N |r| racemic-tertiary butanesulfinamide sodium N-oleoyl-N-methyl-taurate